FC1=C(C(=C(C=C1C1=NN(C2=NC(=NC=C21)N2C(CN(CC2)C)C2=CC=CC=C2)C)C(F)(F)F)F)O 2,6-Difluoro-3-(1-methyl-6-(4-methyl-2-phenylpiperazin-1-yl)-1H-pyrazolo[3,4-d]pyrimidin-3-yl)-5-(trifluoromethyl)phenol